C1=C2C=NC=C2C3=CC=C4C(=NC(=O)NC4=O)C3=C1 Isoindoloquinazolinedione